FC(C=1C(=C(C=CC1)[C@@H](C)NC=1C2=C(C(N(N1)C)=O)C=NC(=C2)C2CNCCC2)F)F 1-(((R)-1-(3-(difluoromethyl)-2-fluorophenyl)ethyl)amino)-3-methyl-7-(piperidin-3-yl)Pyrido[3,4-d]pyridazin-4(3H)-one